FC(CO)(F)C1OC2(OC1)CCC(CC2)O (1,1-difluoro-2-hydroxyethyl)-1,4-dioxaspiro[4.5]decan-8-ol